BrC=1C=NC(=NC1)I 5-bromo-2-iodopyrimidine